FC=1C(=C(C=CC1C)CC(=O)OC(C)(C)C)OC tert-butyl 2-(3-fluoro-2-methoxy-4-methylphenyl)acetate